bromodifluoromethylphosphonic acid BrC(F)(F)P(O)(O)=O